5-Amino-3,3'-(1,4-phenylene)bis(1,2,4-triazole) NC1=NC(=NN1)C1=CC=C(C=C1)C1=NNC=N1